C1(CCC1)C=1C=2N(N=C(C1)C=1C(NC(NC1)=O)=O)C=CN2 5-(8-Cyclobutylimidazo[1,2-b]pyridazin-6-yl)pyrimidine-2,4(1H,3H)-dione